5-(benzyloxy)-N1-(cyclopropylmethyl)benzene-1,2-diamine C(C1=CC=CC=C1)OC1=CC=C(C(=C1)NCC1CC1)N